FC(C(=O)[O-])(F)F.C(=O)(O)[C@H](CCCCNC([C@H](CC1=CC=C(C=C1)I)NC(=O)C1CCC(CC1)C[NH3+])=O)NC(=O)N[C@@H](CCC(=O)O)C(=O)O ((1S,4r)-4-(((S)-1-(((S)-5-carboxy-5-(3-((S)-1,3-dicarboxypropyl)ureido)pentyl)amino)-3-(4-iodophenyl)-1-oxopropan-2-yl)carbamoyl)cyclohexyl)methanaminium trifluoroacetate